COC1=CC=C(OCC=2N=NN(C2)CCNC)C=C1 4-[(4-Methoxyphenoxy)methyl]-1-[2-(N-methylamino)ethyl]-1H-1,2,3-triazole